N7-(3,3-difluorocyclobutyl)-2-(dimethylamino)pyrazolo[1,5-a]pyrimidine-3,7-dicarboxamide FC1(CC(C1)NC(=O)C1=CC=NC=2N1N=C(C2C(=O)N)N(C)C)F